C(=O)(C(=C)C)OC(COCC)(C)OC(=O)C(=C)C 2,2-dimethacroyloxy-1-eth-oxypropane